5-Allyl-4-methyl-6-(1,3,4,5-tetrahydro-2H-benzo[c]azepin-2-yl)pyrimidin-2-amine C(C=C)C=1C(=NC(=NC1N1CC2=C(CCC1)C=CC=C2)N)C